2-(2,4,5-trifluorobenzylidene)hydrazine-carboximidamide FC1=C(C=NNC(N)=N)C=C(C(=C1)F)F